5-(4-((1-(4-(2-(4-(1-(4-hydroxyphenyl)-2-phenylbut-1-en-1-yl)phenoxy)ethyl)piperazine-1-carbonyl)piperidin-4-yl)methylpiperazin-1-yl)-1-oxoisoindolin-2-yl)piperidine-2,6-dione OC1=CC=C(C=C1)C(=C(CC)C1=CC=CC=C1)C1=CC=C(OCCN2CCN(CC2)C(=O)N2CCC(CC2)CC2N(CCNC2)C2=C3CN(C(C3=CC=C2)=O)C2CCC(NC2=O)=O)C=C1